COC1=C(C=CC(=C1)OC)CNCC[C@]1(N(CCC1)C(=O)OC(C)(C)C)C tert-butyl (2S)-2-(2-{[(2,4-dimethoxyphenyl)methyl]amino}ethyl)-2-methylpyrrolidine-1-carboxylate